BrC=1C(=CC=C2C(=CNC12)C1=NC(=NC=C1C(F)(F)F)N[C@@H]1CNC(CC1)(C)C)C(=O)O (S)-7-bromo-3-(2-((6,6-dimethylpiperidin-3-yl)amino)-5-(trifluoromethyl)pyrimidin-4-yl)-1H-indole-6-carboxylic acid